4-(4-methylpent-3-en-1-yl)cyclohex-3-ene-1-carbaldehyde CC(=CCCC1=CCC(CC1)C=O)C